C1(=CC(=CC=C1)C[C@H]1[C@H](CCC2=CC=C(C(N12)=O)C1CC1)NS(=O)(=O)C)C1=CC=CC=C1 |r| rac-N-{(3S,4S)-4-[([1,1'-biphenyl]-3-yl)methyl]-7-cyclopropyl-6-oxo-1,3,4,6-tetrahydro-2H-quinolizin-3-yl}methanesulfonamide